[N-]=C=O.[N-]=C=O.C1(=CC=CC=C1)OC1=CC=CC=C1 diphEnyl ether diisocyanate